3-(3,4-difluorobenzyl)-1-(4-(pyridin-4-yl)phenyl)pyrrolidin-2-one FC=1C=C(CC2C(N(CC2)C2=CC=C(C=C2)C2=CC=NC=C2)=O)C=CC1F